COC1=CC=C(C=C1)C(C(=O)C1=CC=C(C=C1)OC)=O bis(4-methoxyphenyl) diketone